2-(4-((5-fluoro-4-(((1S,3R,4R)-3-fluoro-4-hydroxycyclohexyl)methoxy)pyrimidin-2-yl)amino)-3-methyl-1H-pyrazol-1-yl)-2-methylpropanenitrile FC=1C(=NC(=NC1)NC=1C(=NN(C1)C(C#N)(C)C)C)OC[C@@H]1C[C@H]([C@@H](CC1)O)F